(1S,2S,4R,5R,6R,7S)-N-(3,4-dichlorophenyl)-7-[6-(trifluoromethyl)pyridin-2-yl]-8-oxatricyclo[3.2.1.02,4]octane-6-carboxamide ClC=1C=C(C=CC1Cl)NC(=O)[C@H]1[C@H]2[C@@H]3C[C@@H]3[C@@H]([C@@H]1C1=NC(=CC=C1)C(F)(F)F)O2